3-(1,1-difluoro-2-(((1r,4r)-4-hydroxycyclohexyl)amino)-2-oxoethyl)-4-fluoro-N-(4-fluoro-3-methylphenyl)benzamide FC(C(=O)NC1CCC(CC1)O)(F)C=1C=C(C(=O)NC2=CC(=C(C=C2)F)C)C=CC1F